2-bromo-N-(2-methoxyphenyl)benzamide BrC1=C(C(=O)NC2=C(C=CC=C2)OC)C=CC=C1